CC1(C(C(=CC2(CCN(C2)CC=2C=NC=CC2)C1)C#N)=O)C 9,9-dimethyl-8-oxo-2-[(pyridin-3-yl)methyl]-2-azaspiro[4.5]dec-6-ene-7-carbonitrile